FCC(=O)N(CC(=O)N)NC(=O)[C@H]1N(CCC1)C(CCC1=CC=CC=C1)=O 2-[(2-Fluoroacetyl)-[[(2S)-1-(3-phenylpropanoyl)pyrrolidin-2-carbonyl]amino]amino]acetamid